OC1(CC(C1)C(=O)O)C1=C2C=CC=NC2=CC=C1 3-hydroxy-3-(quinolin-5-yl)cyclobutane-1-carboxylic acid